C1N(CC12CNC2)C2=C(C=C(C=N2)C2=NNC1=CC=C(C=C21)O[C@H](C)C2=C(C=NC=C2Cl)Cl)F 3-[6-(2,6-diazaspiro[3.3]heptan-2-yl)-5-fluoro-3-pyridyl]-5-[(1R)-1-(3,5-dichloro-4-pyridyl)ethoxy]-1H-indazole